C1(CC1)C=1SC2=C(N1)NC(=C2C)C(=O)OCC ethyl 2-cyclopropyl-6-methyl-4H-pyrrolo[2,3-d]thiazole-5-carboxylate